N(=[N+]=[N-])C=1C=C2C=CNC2=CC1 5-azido-1H-indole